C(C1=CC=CC=C1)NC1=NC=CC(=C1)C1=C(N=C(S1)CC)C1=CC(=CC=C1)C N-benzyl-N-[4-[2-ethyl-4-(3-methylphenyl)-1,3-thiazol-5-yl]-2-pyridinyl]amine